ClC1=C(C(=O)C2=CNC=3N=CN=C(C32)N[C@H]3CN(CCC3)CCCCCCCN3CCN(CC3)C=3C=C2C(N(C(C2=CC3)=O)C3C(NC(CC3)=O)=O)=O)C=CC(=C1)OC1=CC=CC=C1 5-(4-(7-((R)-3-((5-(2-chloro-4-phenoxybenzoyl)-7H-pyrrolo[2,3-d]pyrimidin-4-yl)amino)piperidin-1-yl)heptyl)piperazin-1-yl)-2-(2,6-dioxopiperidin-3-yl)isoindoline-1,3-dione